1-(5-(3-(Tert-butoxy)-3-oxopropyl)-4-(4-(trifluoromethyl)phenyl)thiazol-2-yl)-4-(3-fluorophenyl)-3-methyl-1H-pyrazole-5-carboxylic acid methyl ester COC(=O)C1=C(C(=NN1C=1SC(=C(N1)C1=CC=C(C=C1)C(F)(F)F)CCC(=O)OC(C)(C)C)C)C1=CC(=CC=C1)F